1-{3-[(4-ethyl-1H-pyrazol-1-yl)methyl]-4-phenoxyphenyl}-3-(3-methylphenyl)-1,3,5-triazine-2,4,6-trione C(C)C=1C=NN(C1)CC=1C=C(C=CC1OC1=CC=CC=C1)N1C(N(C(NC1=O)=O)C1=CC(=CC=C1)C)=O